ClC=1C(=NC=C(C1CC#N)Cl)OC (3,5-dichloro-2-methoxy-4-pyridinyl)acetonitrile